5-(pyridin-3-yl)-1H-pyrazolo[3,4-d]pyrimidin-4(5H)-one N1=CC(=CC=C1)N1C=NC2=C(C1=O)C=NN2